3-(2-((benzyloxy)methyl)-4-chlorophenyl)-2-iminothiazolidin-4-one C(C1=CC=CC=C1)OCC1=C(C=CC(=C1)Cl)N1C(SCC1=O)=N